N-(1-(4-(4-Chloro-3-(4-fluoropiperidin-1-yl)benzyl)piperazine-1-carbonyl)-1H-pyrazol-3-yl)methanesulfonamide ClC1=C(C=C(CN2CCN(CC2)C(=O)N2N=C(C=C2)NS(=O)(=O)C)C=C1)N1CCC(CC1)F